(S)-N-(2,6-difluoro-4-(2-(piperidin-3-ylamino)quinazolin-6-yl)phenyl)-1-phenylmethanesulfonamide FC1=C(C(=CC(=C1)C=1C=C2C=NC(=NC2=CC1)N[C@@H]1CNCCC1)F)NS(=O)(=O)CC1=CC=CC=C1